4-(3-chloro-4-methoxybenzylamino)-5-pyrimidinecarboxylic acid ethyl ester C(C)OC(=O)C=1C(=NC=NC1)NCC1=CC(=C(C=C1)OC)Cl